tert-butyl (8-((2-(2,6-dioxopiperidin-3-yl)-1,3-dioxoisoindolin-5-yl) amino)-8-oxooctyl)-carbamate O=C1NC(CCC1N1C(C2=CC=C(C=C2C1=O)NC(CCCCCCCNC(OC(C)(C)C)=O)=O)=O)=O